CN1CCC(CC1)C(=O)C=1C=C2C(=CN1)OC(=C2)CO [5-(1-methylpiperidine-4-carbonyl)furo[2,3-c]pyridin-2-yl]methanol